tert-butyl 4-[(3S)-4-benzyloxycarbonyl-3-(cyanomethyl)piperazin-1-yl]-2-[[(2S)-1-methylpyrrolidin-2-yl]methoxy]-5,6,7,9-tetrahydropyrimido[4,5-c]azepine-8-carboxylate C(C1=CC=CC=C1)OC(=O)N1[C@H](CN(CC1)C1=NC(=NC=2CN(CCCC21)C(=O)OC(C)(C)C)OC[C@H]2N(CCC2)C)CC#N